ON=C(N)C1=CC2=C(N(C=N2)CC2OCC2)C=C1 N'-hydroxy-1-(oxetan-2-ylmethyl)-1H-benzo[d]imidazole-5-carboximidamide